COC(=O)[C@@H]1OC2=C(C=CC=C2CC1)NC(=O)OCC1=C(C=CC=C1)Cl.BrC1=C(C(=C(C(=C1OCCOC1=C(C(=C(C(=C1Br)Br)Br)Br)Br)Br)Br)Br)Br 1,2-bis(pentabromophenoxy)ethane methyl-(R)-8-((((2-chlorobenzyl)oxy)carbonyl)amino)chromane-2-carboxylate